C(=O)=C1C(=NC(N([C@H]2[C@H](O)[C@H](O)[C@@H](CO)O2)C1)=O)N 5-carbonyl-cytidine